ClC1=C(C(=O)O)C=C(C=C1C1=CNC(=C1)C#N)F 2-Chloro-3-(5-cyano-1H-pyrrol-3-yl)-5-fluoro-benzoic acid